N,N-dimethylaminopropyl-dimethylmethoxysilane CN(C)CCC[Si](OC)(C)C